CN1C=NC=C1 L-1-methylimidazole